4-((6-Oxopyrimidin-1(6H)-yl)methyl)benzoic acid O=C1C=CN=CN1CC1=CC=C(C(=O)O)C=C1